FC(C(=O)O)(F)F.C(#N)[C@H]1N(CC(C1)(F)F)C(CNC(=O)C1=CC=NC2=CC=CC=C12)=O.C(#N)[C@H]1N(CC(C1)(F)F)C(CNC(=O)C1=CC=NC2=CC=CC=C12)=O bis(N-(2-((S)-2-cyano-4,4-difluoropyrrolidin-1-yl)-2-oxoethyl)quinoline-4-carboxamide) trifluoroacetate